(((((2S,3S,4R,5R)-5-(6-chloro-4-(((S)-1-(2-chlorophenyl)ethyl)amino)-1H-pyrazolo[3,4-d]pyrimidin-1-yl)-3,4-dihydroxytetrahydrofuran-2-yl)methyl)sulfonyl)methyl)phosphonic acid ClC1=NC(=C2C(=N1)N(N=C2)[C@H]2[C@@H]([C@@H]([C@H](O2)CS(=O)(=O)CP(O)(O)=O)O)O)N[C@@H](C)C2=C(C=CC=C2)Cl